1-[1-[2-(trifluoromethyl)thiazol-5-yl]cyclopropanecarbonyl]pyrrolidine-2-carboxamide FC(C=1SC(=CN1)C1(CC1)C(=O)N1C(CCC1)C(=O)N)(F)F